tert-butyl 4-[[6-bromo-3-[(Z)-N'-[4-[tert-butyl(dimethyl)silyl]oxy-2-ethyl-phenyl]-carbamimidoyl]pyrrolo[1,2-b]pyridazin-4-yl]amino]piperidine-1-carboxylate BrC=1C=C2N(N=CC(=C2NC2CCN(CC2)C(=O)OC(C)(C)C)/C(/N)=N/C2=C(C=C(C=C2)O[Si](C)(C)C(C)(C)C)CC)C1